C(CC)[SiH3] propyl-silane